C(C1=CC=CC=C1)OCC1(CCCCC1)C(=O)NC1=C(C=C(C=C1)Br)I (benzyloxymethyl)-N-(4-bromo-2-iodo-phenyl)cyclohexanecarboxamide